N1C(=NC=C1)CN(CCSCC)CCSCC N-((1H-imidazol-2-yl)methyl)-2-(ethylthio)-N-(2-(ethylthio)ethyl)ethan-1-amine